OC1[C@H](N)[C@@H](O)[C@H](O)[C@H](O1)C D-Quinovosamine